N-(2-hydroxy-5-(1-oxo-6-(5-(trifluoromethyl)pyridin-2-yl)-3,4-dihydroisoquinolin-2(1H)-yl)phenyl)methanesulfonamide OC1=C(C=C(C=C1)N1C(C2=CC=C(C=C2CC1)C1=NC=C(C=C1)C(F)(F)F)=O)NS(=O)(=O)C